C(C1=CC=CC=C1)N1CCC(CC1)C#CC1=C(C2=C(N=CN=C2N)N1C(C)C)C1=CC=C(C=C1)OC1=CC=CC=C1 6-((1-benzylpiperidin-4-yl)ethynyl)-7-isopropyl-5-(4-phenoxyphenyl)-7H-pyrrolo[2,3-d]pyrimidin-4-amine